NC1C(OCC1)C(=O)O 3-AMINO-TETRAHYDRO-FURAN-2-CARBOXYLIC ACID